(1S,3R)-N-(5-chloro-4-(6-fluoro-3,4-dihydro-2H-benzo[b][1,4]oxazin-8-yl)pyridin-2-yl)-3-(2-cyanoacetamido)cyclohexane-1-carboxamide ClC=1C(=CC(=NC1)NC(=O)[C@@H]1C[C@@H](CCC1)NC(CC#N)=O)C1=CC(=CC2=C1OCCN2)F